1-(tert-butyl) 2-methyl (2R,4R)-4-fluoro-2-(3-iodopropyl)pyrrolidine-1,2-dicarboxylate F[C@@H]1C[C@@](N(C1)C(=O)OC(C)(C)C)(C(=O)OC)CCCI